COC1=C(C=CC(=C1)S(=O)(=O)C)NC=1C=C(C2=C(N1)NC=C2C(F)(F)F)NCCS(=O)(=O)C N6-(2-methoxy-4-(methylsulfonyl)phenyl)-N4-(2-(methylsulfonyl)ethyl)-3-(trifluoromethyl)-1H-pyrrolo[2,3-b]pyridine-4,6-diamine